OC1=NN(C2=NC(=CN=C21)N2CCC(CC2)(C)CNC(OC(C)(C)C)=O)CC2=CC=C(C=C2)OC tert-butyl ((1-(3-hydroxy-1-(4-methoxybenzyl)-1H-pyrazolo[3,4-b]pyrazin-6-yl)-4-methylpiperidin-4-yl)methyl)carbamate